N1N=CC(=C1)C1=CC2=C(N=C(S2)NC2=NC=CC(=C2)COC=2C=NC=CC2)C=C1 6-(1H-pyrazol-4-yl)-N-(4-((pyridin-3-yloxy)-methyl)pyridin-2-yl)-benzo[d]thiazol-2-amine